4-[4-[2-[2-(2-Aminoethoxy)ethoxy]ethyl]piperazin-1-yl]-2-(2,6-dioxo-3-piperidyl)isoindoline-1,3-dione NCCOCCOCCN1CCN(CC1)C1=C2C(N(C(C2=CC=C1)=O)C1C(NC(CC1)=O)=O)=O